8-(prop-1-en-2-yl)naphthalen-1-amine C=C(C)C=1C=CC=C2C=CC=C(C12)N